C(#N)C(C(=O)NC(OCC)=O)=NNC1=CC(=C(C(=C1)Cl)OC=1C(=C2C3(C(NC2=CC1)=O)CCC3)C)Cl ethyl (2-cyano-2-(2-(3,5-dichloro-4-((4'-methyl-2'-oxospiro[cyclobutane-1,3'-indolin]-5'-yl)oxy)phenyl)hydrazineylidene)acetyl)carbamate